CN1C(=CC=2C1=CC=C1C(=CC(=NC21)C(C(F)(F)F)(F)F)C(F)(F)F)C=2OC=NN2 2-(7-methyl-2-(perfluoroethyl)-4-(trifluoromethyl)-7H-pyrrolo[2,3-h]quinolin-8-yl)-1,3,4-oxadiazole